8-chloro-3-(benzenesulfonyl)-7-(o-tolyl)-3,6-dihydropyrrolo[3,2-e]indazole ClC1=C(NC2=C1C=1C=NN(C1C=C2)S(=O)(=O)C2=CC=CC=C2)C2=C(C=CC=C2)C